(1-(hydroxymethyl)cyclobutyl)(methyl-d3)carbamic acid tert-butyl ester C(C)(C)(C)OC(N(C([2H])([2H])[2H])C1(CCC1)CO)=O